N1=C(C=NC2=CC=CC=C12)NC1=CC=C(C=C1)S(=O)(=O)N 4-(quinoxalin-2-ylamino)benzenesulfonamide